1-({[trans-4-(dibenzylamino)cyclohexyl]oxy}methyl)cyclopropane-1-ol C(C1=CC=CC=C1)N([C@@H]1CC[C@H](CC1)OCC1(CC1)O)CC1=CC=CC=C1